2,5,8,11-tetrahexylperylene C(CCCCC)C1=CC=2C=3C=C(C=C4C=C(C=C(C5=CC(=CC(=C1)C52)CCCCCC)C43)CCCCCC)CCCCCC